C1(CC1)CN1CC[C@]23CCN(CC[C@]2([C@H]1CC1=CC=C(C=C13)OC)O)C(=O)OCC(Cl)(Cl)Cl 2,2,2-trichloroethyl (5aS,6R,11bR)-14-(cyclopropylmethyl)-5a-hydroxy-10-methoxy-1,2,5,5a,6,7-hexahydro-6,11b-(epiminoethano)naphtho[1,2-d]azepine-3(4H)-carboxylate